4-amino-1-ethoxy-2-di-(2-hydroxyethyl)amino-benzene NC1=CC(=C(C=C1)OCC)N(CCO)CCO